[OH-].C(C)[N+](C)(C)CC N-ethyl-N,N-dimethyl-ethylammonium hydroxide